ClC1=C(C2=C(NC(O[C@@]23CN(CCC3)C(=O)C=3NC=C(N3)[C@@H](CC)C3=CC=C(C=C3)F)=O)C=C1)F |o1:21| (R)-6-Chloro-5-fluoro-1'-(4-((S or R)-1-(4-fluorophenyl)propyl)-1H-imidazole-2-carbonyl)spiro[benzo[d][1,3]oxazine-4,3'-piperidin]-2(1H)-one